ClC=1C(=NC=C(C1)Cl)OC1CCC2(C(NC3=CC=C(C=C23)C(=O)O)=O)CC1 cis-4-[(3,5-dichloro-2-pyridyl)oxy]-2'-oxo-spiro[cyclohexane-1,3'-indoline]-5'-carboxylic acid